COC1=CC=C(C=C1)S[P] 4-methoxyphenylthiophosphorus